Cl.NCCCCN(C1=C2CN(C(C2=CC=C1)=O)C1C(NC(CC1)=O)=O)C 3-(4-((4-Aminobutyl)(methyl)amino)-1-oxoisoindolin-2-yl)piperidine-2,6-dione hydrochloride